N-(3-(amidinocarbamoyl)-4-fluorophenyl)-5-chloro-2-(4,4-difluoroazepan-1-yl)-6-methylnicotinamide C(N)(=N)NC(=O)C=1C=C(C=CC1F)NC(C1=C(N=C(C(=C1)Cl)C)N1CCC(CCC1)(F)F)=O